ClC1=C(N)C=CC(=C1)S(=O)(=O)C 2-chloro-4-methylsulfonyl-aniline